5-Methoxy-4-((oxazol-4-ylmethyl)amino)-1-phenyl-7-(trifluoromethyl)quinazolin-2(1H)-one COC1=C2C(=NC(N(C2=CC(=C1)C(F)(F)F)C1=CC=CC=C1)=O)NCC=1N=COC1